N[C@@H]1C[C@@H](CCC1)CN1C(C2=CC(=C(C=C2CC1)Br)F)=O 2-[[(1R,3S)-3-aminocyclohexyl]methyl]-6-bromo-7-fluoro-3,4-dihydroisoquinolin-1-one